NC1=CC(=C2C(N(CCCCC[C@@](C3=NN=C(C1=N2)O3)(C(F)(F)F)O)CC3=CC(=CC(=C3)OC(F)(F)F)Cl)=O)C(F)(F)F (6R)-17-amino-12-[[3-chloro-5-(trifluoromethoxy)phenyl]methyl]-6-hydroxy-6,15-bis(trifluoromethyl)-19-oxa-3,4,12,18-tetrazatricyclo[12.3.1.12,5]nonadeca-1(18),2,4,14,16-pentaen-13-one